(2S,4R)-1-{2-[5-(azetidin-1-yl)-1H-1,2,3-triazol-1-yl]acetyl}-N-[(S)-(5-cyclopropyl-6-fluoropyridin-2-yl)(phenyl)methyl]-4-fluoropyrrolidine-2-carboxamide N1(CCC1)C1=CN=NN1CC(=O)N1[C@@H](C[C@H](C1)F)C(=O)N[C@@H](C1=CC=CC=C1)C1=NC(=C(C=C1)C1CC1)F